ClC1=CC=C(C=C1)CC(=O)NN1N=C(C2=CC=CC=C2C1=O)C1=CC=C(C(=O)OC)C=C1 methyl 4-(3-{[(4-chlorophenyl)acetyl]amino}-4-oxo-3,4-dihydrophthalazin-1-yl)benzoate